FC=1C=C(C(=O)N2CCC(CC2)N2CC(C2)(N2N=CC(=C2)C=2C3=C(N=CN2)NC=C3)CC#N)C=CC1C1=C3C=CN=CC3=CC=C1 {1-[1-(3-fluoro-4-isoquinolin-5-ylbenzoyl)piperidin-4-yl]-3-[4-(7H-pyrrolo[2,3-d]pyrimidin-4-yl)-1H-pyrazol-1-yl]azetidin-3-yl}acetonitrile